[NH3+][N-]CCC ammonio-propyl-amide